COC(=O)C1CC(C1)(OC)OC 3,3-Dimethoxycyclobutanecarboxylic acid methyl ester